6-(2,4-difluorophenyl)-7-((1-methyl-1H-pyrazol-3-yl)methoxy)quinazolin-4(3H)-one FC1=C(C=CC(=C1)F)C=1C=C2C(NC=NC2=CC1OCC1=NN(C=C1)C)=O